C(C)OC(=O)C=1NC=C(C1C)C1=NN(C=C1)C.ClC=1C=C(C=CC1)S(=O)(=O)NC1=C(C(=CC=C1)Cl)F 3-chloro-N-(3-chloro-2-fluorophenyl)benzenesulfonamide Ethyl-3-methyl-4-(1-methyl-1H-pyrazol-3-yl)-1H-pyrrole-2-carboxylate